1,2-Dimethyl vinylene carbonate C(O)(O)=O.CC#CC